3-(2,3-dihydrobenzo[b][1,4]dioxin-6-yl)-5,7-dihydroxy-4H-chromen-4-one O1C2=C(OCC1)C=C(C=C2)C2=COC1=CC(=CC(=C1C2=O)O)O